C1(=CC=CC=C1)C/C=N/O (E)-2-phenylacetaldehyde oxime